7-chloro-1-isopropyl-4-(1-methyl-1H-1,2,4-triazol-3-yl)-2,6-naphthyridine ClC1=NC=C2C(=CN=C(C2=C1)C(C)C)C1=NN(C=N1)C